2-[2-[2-(8-chloro-4-oxo-chromen-2-yl)-5-methyl-phenoxy]ethylamino]-2-oxo-acetic acid ClC=1C=CC=C2C(C=C(OC12)C1=C(OCCNC(C(=O)O)=O)C=C(C=C1)C)=O